NC=1C2=C(N=CN1)C(=CC(=N2)C=2C=C(C=CC2)C#C[C@]2(C(N(CC2)C)=O)O)N2N=CC=C2 (R)-3-[2-[3-[4-amino-8-pyrazol-1-yl-pyrido[3,2-d]pyrimidin-6-yl]phenyl]ethynyl]-3-hydroxy-1-methyl-pyrrolidin-2-one